C(C)OC(CCOCC(F)F)=O 3-(2,2-difluoroethoxy)propionic acid ethyl ester